4-(4-((4-(Tert-butyl)phenyl)amino)cyclohexyl)butanamide tert-butyl-(4-(4-amino-7-cyclopropyl-7H-pyrrolo[2,3-d]pyrimidin-5-yl)cyclohex-3-en-1-yl)carbamate C(C)(C)(C)N(C(O)=O)C1CC=C(CC1)C1=CN(C=2N=CN=C(C21)N)C2CC2.C(C)(C)(C)C2=CC=C(C=C2)NC2CCC(CC2)CCCC(=O)N